1'-(cyclopropylmethyl)-2,3-dihydro-1H,1'H-[5,6'-biindole]-2-one C1(CC1)CN1C=CC2=CC=C(C=C12)C=1C=C2CC(NC2=CC1)=O